CC1(OB(OC1(C)C)C=1C(=NC=CC1)C#N)C (4,4,5,5-tetramethyl-1,3,2-dioxaborolan-2-yl)picolinonitrile